C1(CC1)CN1N=CC=2C1=NC(=CN2)N[C@@H](C)C=2C=C(C=CC2)NC(C2=CN=CC(=C2)C)=O (S)-N-(3-(1-((1-(cyclopropylmethyl)-1H-pyrazolo[3,4-b]pyrazin-6-yl)amino)ethyl)phenyl)-5-methylnicotinamide